BrC=1N=C(SC1)NC1=CC(=CC=C1)S(=O)(=O)C 4-bromo-N-(3-methylsulfonylphenyl)thiazol-2-amine